C(C)OC(=O)[C@@H]1N([C@H]1COC)C(C1=CC=CC=C1)(C1=CC=CC=C1)C1=CC=CC=C1 (2R,3R)-3-(methoxymethyl)-1-tritylazacyclopropane-2-carboxylic acid ethyl ester